O1N=CC(=C1)NC(=O)[C@@H]1CC12CCN(CC2)C(=O)[O-] (R)-1-(isoxazol-4-ylcarbamoyl)-6-azaspiro[2.5]octane-6-carboxylate